1-(trans-4-aminocyclohexyl)-3-benzyl-1-(5-(2-methoxypyrimidin-5-yl)pyridin-2-yl)urea N[C@@H]1CC[C@H](CC1)N(C(=O)NCC1=CC=CC=C1)C1=NC=C(C=C1)C=1C=NC(=NC1)OC